FC(C(C)(C)C=1C=CC(=NC1)C1=CC=C2C=NC(=NN21)N[C@H]2[C@@H](COCC2)O)F (3S,4R)-4-((7-(5-(1,1-difluoro-2-methylpropan-2-yl)pyridin-2-yl)pyrrolo[2,1-f][1,2,4]triazin-2-yl)amino)tetrahydro-2H-pyran-3-ol